FC1=C(CN2C/C(/C(CC2)N=O)=C\C(=O)O)C=CC=C1 (E)-2-(1-(2-fluorobenzyl)-4-(nitroso)piperidin-3-ylidene)acetic acid